4-(12-methylsulfinyl-2,5,7,11,13-pentaazatricyclo[7.4.0.02,6]tridec-1(13),3,5,9,11-pentaen-7-yl)-3,4-dihydro-2H-quinoline-1-carboxylic acid tert-butyl ester C(C)(C)(C)OC(=O)N1CCC(C2=CC=CC=C12)N1C2=NC=CN2C2=NC(=NC=C2C1)S(=O)C